3-hydroxypropionate carbon [C+4].OCCC(=O)[O-].OCCC(=O)[O-].OCCC(=O)[O-].OCCC(=O)[O-]